ClC=1C=C(C=C(C1)Cl)NC1=NC2=C(C=CC=C2C(N1)=O)O 2-((3,5-dichlorophenyl)amino)-8-hydroxyquinazoline-4(3H)-One